6-(1-methyl-1H-imidazol-4-yl)pyrazolo[1,5-a]pyridine-3-carbonitrile CN1C=NC(=C1)C=1C=CC=2N(C1)N=CC2C#N